IC1=CC=C(C=C1)C=C(F)F 2-(4-iodophenyl)-1,1-difluoroethylene